C(C)(C)N1N=CC(=C1)C1=CC(=NC=C1)N(C(=O)[C@@H]1CC[C@H](CC1)NC(COC)=O)CC12CCC(CC1)(CC2)C2=CC(=C(C=C2)OC)C trans-N-(4-(1-Isopropyl-1H-pyrazol-4-yl)pyridin-2-yl)-N-((4-(4-methoxy-3-methylphenyl)bicyclo[2.2.2]octan-1-yl)methyl)-4-(2-methoxyacetamido)cyclohexanecarboxamide